[Mg+2].[O-2].[Y+3] yttrium oxide magnesium